C(#N)C=1C=C(C=CC1F)NC(=O)[C@@H]1[C@H](N(C(C2=CC=CC=C12)=O)CC(F)(F)F)C=1C=NC(=CC1)OC(F)F (3S,4S)-N-(3-cyano-4-fluorophenyl)-3-(6-(difluoromethoxy)pyridin-3-yl)-1-oxo-2-(2,2,2-trifluoroethyl)-1,2,3,4-tetrahydroisoquinoline-4-carboxamide